COC=1N=NC=CC1 3-methoxypyridazin